OCC1CC2C3CC(C(C2C1)C3)CO 4,8-dihydroxymethyltricyclo[5.2.1.02,6]decane